1-(3-((1-(8-oxabicyclo[3.2.1]oct-3-yl)-5-methyl-4-nitro-1H-pyrazol-3-yl)oxy)propyl)-3,6-dichloro-1H-pyrazolo[3,4-d]pyrimidine C12CC(CC(CC1)O2)N2N=C(C(=C2C)[N+](=O)[O-])OCCCN2N=C(C=1C2=NC(=NC1)Cl)Cl